C(C1=CC=CC=C1)[N+]1(CC=CC=C1)S(=O)(=O)O N-benzyl-pyridiniumsulfonic acid